FC1=C(C=C2COCC2=C1)CN1C(N(C(C2=C1SC(=C2)S(=O)(=O)NC2(CC2)C)=O)CC=2C=NN(C2)C)=O 1-((6-fluoro-1,3-dihydroisobenzofuran-5-yl)methyl)-3-((1-methyl-1H-pyrazol-4-yl)methyl)-N-(1-methylcyclopropyl)-2,4-dioxo-1,2,3,4-tetrahydrothieno[2,3-d]pyrimidine-6-sulfonamide